C(C1=CC=CC=C1)C1(C[C@@H]2[C@@H](CN(C2)CC(=O)C2=CC(=CC=C2)C=2C=NC=CC2)C1)O 2-((3aR,5r,6aS)-5-benzyl-5-hydroxyhexahydrocyclopenta[c]pyrrol-2(1H)-yl)-1-(3-(pyridin-3-yl)phenyl)ethanone